2-[5-(Propan-2-yloxy)-1-trityl-1H-indazol-3-yl]-1H-isoindole-1,3(2H)-dione CC(C)OC=1C=C2C(=NN(C2=CC1)C(C1=CC=CC=C1)(C1=CC=CC=C1)C1=CC=CC=C1)N1C(C2=CC=CC=C2C1=O)=O